BrCCCCCCCCCCCC\C=C/C (2cis)-15-bromo-pentadec-2-ene